C(C)(=O)N1CCC(CC1)(OC)C=1C(N(C2=C(C(=NC(=C2C1)N[C@H](C)C1=C(C(=CC=C1)C(F)F)F)C)OC[C@H]1N(CCC1)C)C)=O 3-(1-acetyl-4-methoxypiperidin-4-yl)-5-(((R)-1-(3-(difluoromethyl)-2-fluorophenyl)ethyl)Amino)-1,7-dimethyl-8-(((S)-1-methylpyrrolidin-2-yl)methoxy)-1,6-naphthyridin-2(1H)-one